5-(2-(4-((3-Bromo-4-(trifluoromethoxy)benzyl)amino)butoxy)ethoxy)pyrimido[4,5-c]quinoline-8-carboxylic acid BrC=1C=C(CNCCCCOCCOC2=NC=3C=C(C=CC3C3=C2N=CN=C3)C(=O)O)C=CC1OC(F)(F)F